P(O[C@H]1[C@@H](O[C@@H]([C@@H]1F)COC(C1=CC=CC=C1)(C1=CC=C(C=C1)OC)C1=CC=C(C=C1)OC)N1C=2N=C(NC(C2N=C1)=O)NC(C(C)C)=O)([O-])=O (2R,3S,4S,5R)-5-((bis(4-methoxyphenyl) (phenyl)methoxy) methyl)-4-fluoro-2-(2-isobutyramido-6-oxo-1,6-dihydro-9H-purin-9-yl)tetrahydrofuran-3-yl phosphonate